(R)-1-((7-(6-chloro-1-(pyrrolidin-3-yl)-1,2,3,4-tetrahydroquinolin-8-yl)thieno[3,2-b]pyridin-2-yl)methyl)pyrrolidine-2,5-dione ClC=1C=C2CCCN(C2=C(C1)C1=C2C(=NC=C1)C=C(S2)CN2C(CCC2=O)=O)[C@H]2CNCC2